2-(6,6-difluoro-3-azabicyclo[3.1.0]hexane-3-yl)-6-fluoro-N-(2-sulfamoylpyridin-4-yl)quinoline-3-carboxamide FC1(C2CN(CC12)C1=NC2=CC=C(C=C2C=C1C(=O)NC1=CC(=NC=C1)S(N)(=O)=O)F)F